2-(5-chloro-6-hydroxy-1,3-benzoxazol-2-yl)-6-(2,3-dihydro-1,4-benzodioxin-6-yl)benzonitrile ClC=1C(=CC2=C(N=C(O2)C2=C(C#N)C(=CC=C2)C2=CC3=C(OCCO3)C=C2)C1)O